9-(4-chloro-2-fluoro-phenyl)-2,3-dimethyl-7-[(2R,4S)-2-(1H-pyrazol-4-yl)tetrahydropyran-4-yl]pyrazino[1,2-a]pyrimidin-4-one ClC1=CC(=C(C=C1)C1=NC(=CN2C1=NC(=C(C2=O)C)C)[C@@H]2C[C@@H](OCC2)C=2C=NNC2)F